C(C)(C)(C)C12C=C(CC(C=C1)(O2)C(C)(C)C)B2OC(C(O2)(C)C)(C)C 2-[1,5-ditert-butyl-8-oxabicyclo[3.2.1]octa-2,6-dien-3-yl]-4,4,5,5-tetramethyl-1,3,2-dioxaborolane